C(C(=C)C)(=O)OCCC[Si](O[Si](CCCOC(C(=C)C)=O)(O)O)(O)O 1,3-bis(3-methacryloxypropyl)-tetrahydroxydisiloxane